2-amino-5-((phenethylamino)methyl)-3,7-dihydro-4H-pyrrolo[2,3-d]pyrimidin-4-one NC=1NC(C2=C(N1)NC=C2CNCCC2=CC=CC=C2)=O